tert-butyl (2R,6S)-4-(5-aminopyrazin-2-yl)-2,6-dimethylpiperazine-1-carboxylate NC=1N=CC(=NC1)N1C[C@H](N([C@H](C1)C)C(=O)OC(C)(C)C)C